NC1=NC=2C3=C(C(CC2C=N1)(C)C)C(=NN3)C(=O)NC=3SC(=C(N3)C)C(NC3CCN(CC3)C)=O 8-amino-4,4-dimethyl-N-{4-methyl-5-[(1-methylpiperidin-4-yl)carbamoyl]-1,3-thiazol-2-yl}-4,5-dihydro-1H-pyrazolo[4,3-H]quinazoline-3-carboxamide